F[C@@H]1CN(CC[C@@H]1OC)C1=NC=CC(=N1)NC1=NC=C(C(=O)NCCC(=O)OC)C(=C1)NC(C)C methyl 3-(6-((2-(cis-3-fluoro-4-methoxypiperidin-1-yl)pyrimidin-4-yl)amino)-4-(isopropylamino)nicotinamido)propanoate